FC=1C(=CC2=C(N(C=N2)C)C1F)I 6,7-difluoro-5-iodo-1-methyl-1,3-benzodiazole